FC(C(=O)[O-])(F)F.C(C)OC=1C=C(\C=C\2/CC(C\C(\C2=O)=C/C2=CC(=C(C=C2)OC)OCC)NC(=O)C2=[NH+]C=CC=C2)C=CC1OC 2-((3,5-Bis((E)-3-ethoxy-4-methoxybenzylidene)-4-oxocyclohexyl)carbamoyl)pyridin-1-ium trifluoroacetate